CO[C@]1(COCC1)C1=CC(=CC(=N1)C1=CN(C=2N=NC(=CC21)NC(C)=O)C)C (S)-N-(5-(6-(3-Methoxytetrahydrofuran-3-yl)-4-methylpyridin-2-yl)-7-methyl-7H-pyrrolo[2,3-c]pyridazin-3-yl)acetamide